2-cycloheptyl acetate ethyl-2-cycloheptylideneacetate C(C)OC(C=C1CCCCCC1)=O.C(C)(=O)OC1CCCCCC1